(2,5-difluorophenyl)thiourea FC1=C(C=C(C=C1)F)NC(=S)N